4-chloro-1H-spiro[2,1-benzothiazole-3,1'-cyclopentane] ClC1=CC=CC2=C1C1(CCCC1)SN2